2-(5-(cyclopropylmethyl)-3-(4-fluoro-3-(hex-1-yn-1-yl)phenyl)-4-(3-fluoro-4-sulfamoylbenzyl)-1H-pyrazol-1-yl)thiazole-4-carboxylic acid C1(CC1)CC1=C(C(=NN1C=1SC=C(N1)C(=O)O)C1=CC(=C(C=C1)F)C#CCCCC)CC1=CC(=C(C=C1)S(N)(=O)=O)F